ClCC(=O)N(CC1=CC=C(C=C1)F)C1=C(C(=C(C=C1)Cl)C)Cl 2-chloro-N-(2,4-dichloro-3-methyl-phenyl)-N-[(4-fluorophenyl)methyl]acetamide